NC1=C(SC2=NC(=CC(=C21)C)C)C(=O)NC2CC=1C=CC(=NC1CC2)N2CC(C(C2)OCC)N 3-amino-N-[2-(3-amino-4-ethoxypyrrolidin-1-yl)-5,6,7,8-tetrahydroquinolin-6-yl]-4,6-dimethylthieno[2,3-b]pyridine-2-carboxamide